C(CCC)C(C(=O)O)CC.C(CCC)(=O)OCCCC butyl Butyrate (Butyl Butyrate)